C(C1=CC=CC=C1)O[P]OCC1=CC=CC=C1 di(benzyloxy)phosphorus